Isopropyl-ThioGalactose C(C)(C)C(=S)[C@H](O)[C@@H](O)[C@@H](O)[C@H](O)CO